C(C)(C)(C)OC(NC1C2CC2CC12CCN(CC2)C2=CN=C1C(=N2)N(N=C1I)C1OCCCC1)=O (1'-(3-iodo-1-(tetrahydro-2H-pyran-2-yl)-1H-pyrazolo[3,4-b]pyrazin-6-yl)spiro[bicyclo[3.1.0]hexane-3,4'-piperidin]-2-yl)carbamic acid tert-butyl ester